1-(2-trimethylsilylethoxymethyl)benzo[g]indole-3-carbaldehyde C[Si](CCOCN1C=C(C2=CC=C3C(=C12)C=CC=C3)C=O)(C)C